3-octanoylthio-1-propylethoxy(2-methyl-1,3-propanediol) C(CCCCCCC)(=O)SCCCC(C)OC(C(CO)C)O